COC1=CC=C(C=C1)C=1C=CC=2N(N1)C=C(N2)CC(=O)O 2-(6-(4-Methoxyphenyl)imidazo[1,2-b]pyridazin-2-yl)acetic acid